N-((2-((Isoxazol-3-yloxy)methyl)pyrimidin-4-yl)methyl)-5-(4-(trifluoromethyl)phenyl)-2-naphthamide O1N=C(C=C1)OCC1=NC=CC(=N1)CNC(=O)C1=CC2=CC=CC(=C2C=C1)C1=CC=C(C=C1)C(F)(F)F